[Cl-].OCC[N+](C)(C)C 2-hydroxyethyltrimethylammonium chloride salt